CO\N=C(\C(=O)NC)/C1=C(C(=CC=C1)C)CO/N=C(\C)/C1=NOC(=C1)C1=CC(=CC=C1)C(F)(F)F (2E)-2-Methoxyimino-N-methyl-2-[3-methyl-2-[[(E)-1-[5-[3-(trifluoromethyl)phenyl]-isoxazol-3-yl]ethylideneamino]oxymethyl]phenyl]acetamide